(4-nitrophenyl) [4-[[9-[(3S)-tetrahydrofuran-3-yl]-8-(2,4,6-trifluoroanilino)purin-2-yl]amino]cyclohexyl] carbonate C(OC1=CC=C(C=C1)[N+](=O)[O-])(OC1CCC(CC1)NC1=NC=C2N=C(N(C2=N1)[C@@H]1COCC1)NC1=C(C=C(C=C1F)F)F)=O